6-chloro-8-(4,4-difluorocyclohexyl)-2-methyl-[1,2,4]triazolo[1,5-b]pyridazine ClC=1C=C(C=2N(N1)N=C(N2)C)C2CCC(CC2)(F)F